CN(C/C=C/C(=O)N1CCOC2=C3C(=NC=NC3=CC=C21)NC2=CC=C(C=C2)OC=2C=C(C=CC2)C)C (E)-4-(dimethylamino)-1-(10-((4-(m-tolyloxy)phenyl)amino)-2,3-dihydro-4H-[1,4]oxazino[2,3-f]quinazolin-4-yl)but-2-en-1-one